Cl[Si](Cl)(C)C 1,1-dichlorodimethylsilane